N[C@H](CCCCN)C(=O)[NH-] D-lysylamid